5-Ethyl-3-piperazin-1-yl-pyridine-2-carbonitrile C(C)C=1C=C(C(=NC1)C#N)N1CCNCC1